3,4-dihydroxy-5-methoxy-4'-(methylsulfonyl)-[1,1'-biphenyl]-2-carbaldehyde OC1=C(C(=CC(=C1O)OC)C1=CC=C(C=C1)S(=O)(=O)C)C=O